FC1(CC(C1)CN1N=C(C=C1)[N+](=O)[O-])F 1-((3,3-Difluorocyclobutyl)methyl)-3-nitro-1H-pyrazole